C(C(C)C)(=O)N1[C@H](CN(C[C@H]1C)[C@H](CC(C(F)(F)F)O)C1=CC=CC=C1)C(=O)O (2R,6R)-1-isobutyryl-6-methyl-4-((1R)-4,4,4-trifluoro-3-hydroxy-1-phenylbutyl)piperazine-2-carboxylic acid